3,3'-bipyrazole N1=NC(C=C1)=C1N=NC=C1